(E)-2-cyano-N-((R)-1-(3,4-dimethoxyphenyl)ethyl)-3-(5-(((S)-tetrahydrofuran-3-yl)oxy)-1H-pyrrolo[2,3-b]pyridin-3-yl)acrylamide C(#N)/C(/C(=O)N[C@H](C)C1=CC(=C(C=C1)OC)OC)=C\C1=CNC2=NC=C(C=C21)O[C@@H]2COCC2